(Z)-2-(5-(3-hydroxybenzylidene)-2,4-dioxothiazolidin-3-yl)-N-(4-methyl-2-oxo-2H-chromen-7-yl)acetamide OC=1C=C(\C=C/2\C(N(C(S2)=O)CC(=O)NC2=CC=C3C(=CC(OC3=C2)=O)C)=O)C=CC1